3-(3-chloro-4-fluorophenyl)-1-(8,9-difluoro-3-(2-hydroxyethyl)-6-oxo-1,2,3,4,5,6-hexahydrobenzo[c][1,7]naphthyridin-1-yl)-1-methylurea ClC=1C=C(C=CC1F)NC(N(C)C1C=2C3=C(C(NC2CN(C1)CCO)=O)C=C(C(=C3)F)F)=O